1-methyl-4-(3-methyl-4-nitrophenyl)piperazine silver-nickel [Ni].[Ag].CN1CCN(CC1)C1=CC(=C(C=C1)[N+](=O)[O-])C